FC1(CCN(CC1)C1=NC(=CC(=N1)C(O)=N)C)F 2-(4,4-difluoropiperidin-1-yl)-6-methylpyrimidine-4-carboxylic acid imide